COC1=CC=C(COC2=NOC(=C2)C(=O)O)C=C1 3-((4-methoxybenzyl)oxy)isoxazole-5-carboxylic acid